N1(CCCC2=CC=CC=C12)C(=O)ON=CC1=CC=C(C=C1)C(F)(F)F 4-trifluoromethyl-benzaldehyde O-(1,2,3,4-tetrahydroquinoline-1-carbonyl) oxime